CN1N=C(C(=C1C(=O)N[C@@H](C)C1=CC=C(C=C1)NC(OCC1=CC=C(C=C1)Cl)=O)C)C 4-chlorobenzyl (S)-(4-(1-(1,3,4-trimethyl-1H-pyrazole-5-carboxamido)eth-yl)phenyl)carbamate